dimethyl 3-[[3-cyclopropyl-6-(2-methyl-4-pyridyl)benzimidazol-5-yl]amino]benzene-1,2-dicarboxylate C1(CC1)N1C=NC2=C1C=C(C(=C2)C2=CC(=NC=C2)C)NC2=C(C(=CC=C2)C(=O)OC)C(=O)OC